FC(CC1=CNC2=CC=C(C=C12)C=1CCN(CC1)C(=O)[O-])F 4-(3-(2,2-difluoroethyl)-1H-indol-5-yl)-3,6-dihydropyridine-1(2H)-carboxylate